3-[5-(pyrrolidine-1-carbonyl)furan-2-yl]propanoic acid N1(CCCC1)C(=O)C1=CC=C(O1)CCC(=O)O